(R)-2-Amino-6-(2-hydroxyethyl)-7-oxo-6-phenyl-4,5,6,7-tetrahydrobenzo[b]thiophene-3-carboxamide NC1=C(C2=C(S1)C([C@@](CC2)(C2=CC=CC=C2)CCO)=O)C(=O)N